ONC1=CC=C(C2=CC=C(NO)C=C2)C=C1 dihydroxy-4,4'-benzidine